C1(CC1)N1N=CC(=C1)[C@@H]1OCCC(C1)C1=NC(=C(C(=N1)C(=O)O)C=O)C1=C(C=C(C=C1)F)F 2-[(2R)-2-(1-cyclopropylpyrazol-4-yl)tetrahydropyran-4-yl]-6-(2,4-difluorophenyl)-5-formyl-pyrimidine-4-carboxylic acid